N1C=NC2=C1C=CC(=C2)\C=C/2\C(N(C(=N2)N[C@@H]2[C@H](CCC2)OC)C)=O (5Z)-5-(1H-Benzimidazol-5-ylmethylene)-2-[[(1S,2S)-2-methoxycyclopentyl]amino]-3-methyl-imidazol-4-one